thiobisphenol C1=CC(=CC=C1O)SC2=CC=C(C=C2)O